1-[1-(chloromethyl)-2-hydroxy-1-(hydroxymethyl)ethyl]-N-(3,4-dichloro-1H-indol-7-yl)pyrazole-4-sulfonamide ClCC(CO)(CO)N1N=CC(=C1)S(=O)(=O)NC=1C=CC(=C2C(=CNC12)Cl)Cl